C(#N)C1=NC(=NC(=C1)C)N1CCN(CC1)S(=O)(=O)C=1C=C2CCN(C2=CC1)C(=O)C1=C(C=CC=C1)N(S(=O)(=O)C)C N-(2-(5-((4-(4-cyano-6-methylpyrimidin-2-yl)piperazin-1-yl)sulfonyl)indoline-1-carbonyl)phenyl)-N-methylmethanesulfonamide